C(C=C)N1C(=NN=C1S)CNC(C1=CC(=CC=C1)C)=O N-[(4-allyl-5-mercapto-4H-1,2,4-triazol-3-yl)methyl]-3-methylbenzamide